FC=1C(=C(C=CC1F)[C@H]1[C@@H](O[C@]([C@H]1C)(C(F)(F)F)C)C=1NC(=C(C(N1)=O)CCN(C)C)C)OC 2-((2R,3S,4S,5R)-3-(3,4-difluoro-2-methoxyphenyl)-4,5-dimethyl-5-(trifluoromethyl)tetrahydrofuran-2-yl)-5-(2-(dimethylamino)ethyl)-6-methylpyrimidin-4(1H)-one